NC1=C2N=CN(C2=NC(=N1)Cl)[C@H]1[C@@H]([C@@H]([C@H](O1)CO[C@@](C(=O)O)(CC1=CC=CC=C1)C1=NN=NN1)O)O (S)-2-(((2R,3S,4R,5R)-5-(6-amino-2-chloro-9H-purin-9-yl)-3,4-dihydroxytetrahydro-furan-2-yl)methoxy)-3-phenyl-2-(1H-tetrazol-5-yl)propanoic acid